ClC1([C@H]([C@@H]1C1=CC(=CC(=C1)Cl)Cl)C(=O)NC1=CC(=C(C=C1)Cl)C(=O)NN(C)C(CN(C)C)=O)Cl Trans-2,2-dichloro-N-(4-chloro-3-(2-(dimethylglycyl)-2-methylhydrazine-1-carbonyl)phenyl)-3-(3,5-dichlorophenyl)cyclopropane-1-carboxamide